C1(=CC=CC=C1)C(C1=CC=CC=C1)=NC1=CC(=C2CN(C(NC2=C1)=O)C1CCC(CC1)C(=O)NC1=CC(=C(C=C1)C)OC)C 4-(7-(diphenylmethyleneamino)-5-methyl-2-oxo-1,2-dihydroquinazolin-3(4H)-yl)-N-(3-methoxy-4-methylphenyl)cyclohexanecarboxamide